CN1N=CC=C1C(=O)NC1COC2=C1C=CC(=C2)C2=NOC(=N2)C 1-methyl-N-(6-(5-methyl-1,2,4-oxadiazol-3-yl)-2,3-dihydrobenzofuran-3-yl)-1H-pyrazole-5-carboxamide